methyl-3-hydroxyisobutyrate COC(C(CO)C)=O